FC(C=1C=CC=2N(N1)C(=CN2)C2=CC(=NC=N2)N2CC(CCC2)S(=O)(C)=N)F (1-(6-(6-(Difluoromethyl)imidazo[1,2-b]pyridazin-3-yl)pyrimidin-4-yl)piperidin-3-yl)(imino)(methyl)-λ6-sulfanone